N,N-diethylbenzylammonium C(C)[NH+](CC)CC1=CC=CC=C1